C(\C=C\C)(=O)N1CCCC1 N-crotonyl-pyrrolidine